(4-bromo-2-(trifluoromethyl)phenyl)(isopropyl)sulfane BrC1=CC(=C(C=C1)SC(C)C)C(F)(F)F